(3S,4S)-1-(4-((3R*,4S*)-3-(hexylcarbamoyl)-4-hydroxypyrrolidine-1-carbonyl)benzoyl)-N3,N4-bis((1S,2R)-2-phenylcyclopropyl)pyrrolidine-3,4-dicarboxamide C(CCCCC)NC(=O)[C@@H]1CN(C[C@H]1O)C(=O)C1=CC=C(C(=O)N2C[C@H]([C@@H](C2)C(=O)N[C@@H]2[C@H](C2)C2=CC=CC=C2)C(=O)N[C@@H]2[C@H](C2)C2=CC=CC=C2)C=C1 |o1:9,13|